tert-Butyl (3E)-3-[3-(4-chloropyridin-2-yl)prop-2-yn-1-ylidene]-2,2-dimethylpyrrolidine-1-carboxylate ClC1=CC(=NC=C1)C#C\C=C/1\C(N(CC1)C(=O)OC(C)(C)C)(C)C